4-[(3S)-1-(3,4-dimethylpyrimido[4',5':4,5]thieno[2,3-c]pyridazin-8-yl)pyrrolidin-3-yl]oxybenzonitrile CC1=C(C2=C(N=N1)SC1=C2N=CN=C1N1C[C@H](CC1)OC1=CC=C(C#N)C=C1)C